2-(3-hydroxypropyl)hydrazine-1-carboxylic acid tert-butyl ester C(C)(C)(C)OC(=O)NNCCCO